ClC=1C(=C2C=3C(=C4C(=NC3C1)C1=CC3=C(C(N1C4)=O)COC([C@]3(O)CC)=O)[C@H](CC2)C(C(=O)N)O)C ((1S,9S)-5-chloro-9-ethyl-9-hydroxy-4-methyl-10,13-dioxo-2,3,9,10,13,15-hexahydro-1H,12H-benzo[de]pyrano[3',4':6,7]indolizino[1,2-b]quinolin-1-yl)-2-hydroxyacetamide